(3-Chloro-4-fluorophenyl)-1-((5-cyano-1H-pyrazol-3-yl)methyl)-1-(2-methoxypyrimidin-5-yl)urea ClC=1C=C(C=CC1F)NC(N(C=1C=NC(=NC1)OC)CC1=NNC(=C1)C#N)=O